1-undecaldehyde C(CCCCCCCCCC)=O